C(C)OC(=O)C=1N=C(SC1CCCO)N 2-amino-5-(3-hydroxypropyl)-1,3-thiazole-4-carboxylic acid ethyl ester